3-(4-hydroxy-3-methoxy-phenyl)-acrylic acid-2-oxo-propyl ester O=C(COC(C=CC1=CC(=C(C=C1)O)OC)=O)C